ClC=1C(=C(C(=C(C1)[C@@H]1[C@@H](O[C@]([C@@H]1C)(C(F)(F)F)C)C(=O)NC1=CC(=NC=C1)C(=O)N)OC)F)F 4-[[(2R,3r,4r,5r)-3-(5-chloro-3,4-difluoro-2-methoxy-phenyl)-4,5-dimethyl-5-(trifluoromethyl)tetrahydrofuran-2-carbonyl]amino]pyridine-2-carboxamide